FC1=C(C=CC(=C1)OC1=CC=NC=2NC(C=NC21)=O)NC(=O)NC2=C1C(=NN2C2=CC=CC=C2)CCC1 1-(2-fluoro-4-((3-oxo-3,4-dihydropyrido[2,3-b]pyrazin-8-yl)oxy)phenyl)-3-(2-phenyl-2,4,5,6-tetrahydrocyclopenta[c]pyrazol-3-yl)urea